COCC1CN(C1)C=1C=CC=2N(C1)N=CN2 6-(3-(methoxymethyl)azetidin-1-yl)-[1,2,4]triazolo[1,5-a]pyridine